NC1=C(C=C(C=C1)N)S(=O)(=O)[O-].[Li+].FC1=CC(=C(C=C1)NC(CSC1=NN2C=NC(=CC2=N1)C(F)(F)F)=O)[N+](=O)[O-] N-(4-fluoro-2-nitrophenyl)-2-((7-(trifluoromethyl)-[1,2,4]triazolo[1,5-c]pyrimidin-2-yl)thio)acetamide lithium 2,5-diaminobenzenesulfonate